(+)-(R)-trans-4-(1-aminoethyl)-N-(4-pyridinyl)cyclohexanecarboxamide dihydrochloride Cl.Cl.N[C@H](C)[C@@H]1CC[C@H](CC1)C(=O)NC1=CC=NC=C1